FC(C1=CC=C(C=C1)[P](C1=CC=C(C=C1)C(F)(F)F)=O)(F)F bis(p-trifluoromethyl-phenyl)phosphorus oxide